N-(1-(3,5-difluoropyridin-2-yl)ethyl)-2-(2,4-dioxo-1,4-dihydroquinazolin-3(2H)-yl)acetamide FC=1C(=NC=C(C1)F)C(C)NC(CN1C(NC2=CC=CC=C2C1=O)=O)=O